chloro-N-methyl-N-(3-(1,2,3,6-tetrahydropyridin-4-yl)phenyl)-[1,2,4]triazolo[4,3-a]quinazolin-5-amine ClC1=NN=C2N1C1=CC=CC=C1C(=N2)N(C2=CC(=CC=C2)C=2CCNCC2)C